4-[2-(2,7-dimethylindazol-5-yl)-7-fluoro-indazol-5-yl]piperidine-1-carboxylic acid tert-butyl ester C(C)(C)(C)OC(=O)N1CCC(CC1)C1=CC2=CN(N=C2C(=C1)F)C1=CC2=CN(N=C2C(=C1)C)C